COC(C(C1=C(C=CC(=C1)F)OC)Br)=O 2-bromo-2-(5-fluoro-2-methoxyphenyl)-acetic acid methyl ester